FC(C(=O)O)(F)F.C1(CC1)N1C(N(C=2C(C1=O)=C(N(C(C2C)=O)C)NC2=C(C=C(C=C2)I)F)C=2C=C(C=CC2)NC(C(C)(C)C)=O)=O N-(3-(3-Cyclopropyl-5-((2-fluoro-4-iodophenyl)amino)-6,8-dimethyl-2,4,7-trioxo-3,4,6,7-tetrahydropyrido[4,3-d]pyrimidin-1(2H)-yl)phenyl)pivalamide 2,2,2-trifluoroacetate